7-(trifluoromethyl)-1,3-benzoxazol-2-amin FC(C1=CC=CC=2N=C(OC21)N)(F)F